5-(5-amino-2-methylphenylethyl)-N-(pyrazin-2-yl)thiazol-2-amine NC=1C=CC(=C(C1)CCC1=CN=C(S1)NC1=NC=CN=C1)C